C(C=1C(C(=O)O)=CC(C(=O)O)=CC1)(=O)O.OCC(O)CO.OCC(O)CO.OCC(O)CO triglycerol trimellitate